ClCC(CCCl)Cl 1,2,4-trichlorobutane